5-Cyano-N-[4-[(6,7-dimethoxy-1,5-naphthyridin-4-yl)oxy]-3-fluorophenyl]-1-(4-fluorophenyl)-6-methyl-2-oxopyridine-3-carboxamide C(#N)C=1C=C(C(N(C1C)C1=CC=C(C=C1)F)=O)C(=O)NC1=CC(=C(C=C1)OC1=CC=NC2=CC(=C(N=C12)OC)OC)F